The molecule is an inorganic sulfate salt obtained by reaction of sulfuric acid with one equivalent of ammonium phosphate. It has a role as a fertilizer. It is an inorganic phosphate, an ammonium salt and an inorganic sulfate salt. [NH4+].[NH4+].OP(=O)(O)[O-].OS(=O)(=O)[O-]